CC=1NC=C(N1)C1=CC=C(C=C1)C1=CC=C(C=C1)C=1N=C(NC1)C di(2-methylimidazolyl)biphenyl